NC1=NC=CC(=C1C)SC1=CN=C2C(=N1)NC(=N2)N2CCC1(CC2)[C@@H](C2=CC=CC=C2C1)N (S)-1'-(6-((2-amino-3-methylpyridin-4-yl)thio)-1H-imidazo[4,5-b]pyrazin-2-yl)-1,3-dihydrospiro[indene-2,4'-piperidin]-1-amine